NC1=CC=C(CN2C=CC3=CC=C(C=C23)C(=O)NOC2OCCCC2)C=C1 1-(4-Aminobenzyl)-N-((tetrahydro-2H-pyran-2-yl)oxy)-1H-indole-6-carboxamide